3-bromo-4-(chloromethyl)pyridine hydrochloride Cl.BrC=1C=NC=CC1CCl